FC(C=1C=C(N)C=CC1C=C)(F)F 3-(trifluoromethyl)-4-vinylaniline